6-(2,4-dimethoxypyrimidin-5-yl)-8-((1S,2S)-2-(1-(trifluoromethyl)-1H-pyrazol-4-yl)cyclopropyl)imidazo[1,2-b]pyridazine COC1=NC=C(C(=N1)OC)C=1C=C(C=2N(N1)C=CN2)[C@@H]2[C@H](C2)C=2C=NN(C2)C(F)(F)F